C(C1CCCCC1)CC1=CC=CC=C1 perhydrobenzyltoluene